2-(9-(3-(2,4-dioxotetrahydropyrimidin-1(2H)-yl)-4-methoxybenzoyl)-3,9-diazaspiro[5.5]undecan-3-yl)acetaldehyde O=C1N(CCC(N1)=O)C=1C=C(C(=O)N2CCC3(CCN(CC3)CC=O)CC2)C=CC1OC